S1C=NC2=C1C=C(C=C2)C=O benzo[d]thiazole-6-carbaldehyde